F\C(=C/C1=CC=C(C(=C1N1C[C@@H](CCC1)CNC(OC(C)(C)C)=O)C(F)(F)F)OC1=C(C=CC=C1)F)\C1=NC(=CN=C1)SC tert-Butyl (S,Z)-((1-(6-(2-fluoro-2-(6-(methylthio)pyrazin-2-yl)vinyl)-3-(2-fluorophenoxy)-2-(trifluoromethyl)phenyl)piperidin-3-yl)methyl)carbamate